2-N-cyclobutyl-4-[3-(4-phenyl-1H-imidazol-2-yl)chroman-6-yl]oxy-pyridin-2-amine C1(CCC1)NC1=NC=CC(=C1)OC=1C=C2CC(COC2=CC1)C=1NC=C(N1)C1=CC=CC=C1